6-isopropyl-5-(8-methoxy-7-methyl-[1,2,4]triazolo[1,5-a]pyridin-6-yl)-1,3-dihydro-2H-benzo[d]imidazol-2-one C(C)(C)C=1C(=CC2=C(NC(N2)=O)C1)C=1C(=C(C=2N(C1)N=CN2)OC)C